9-(9-phenylcarbazol-3-yl)-10-(naphthalen-1-yl)-anthracene C1(=CC=CC=C1)N1C2=CC=CC=C2C=2C=C(C=CC12)C=1C2=CC=CC=C2C(=C2C=CC=CC12)C1=CC=CC2=CC=CC=C12